(4-(3-(6-Cyclopropylpyridin-3-yl)-1H-pyrazolo[3,4-c]pyridin-5-yl)-3-fluoro-5-(trifluoromethyl)phenyl)-N-methylmethanamine C1(CC1)C1=CC=C(C=N1)C1=NNC2=CN=C(C=C21)C2=C(C=C(C=C2C(F)(F)F)CNC)F